methyl 2-bromo-4-{2-[(2S)-2-(2-isopropylphenyl)pyrrolidin-1-yl]-7-azaspiro[3.5]nonan-7-yl}benzoate BrC1=C(C(=O)OC)C=CC(=C1)N1CCC2(CC(C2)N2[C@@H](CCC2)C2=C(C=CC=C2)C(C)C)CC1